2-[3-(4,4-difluoro-1-piperidyl)propyl-(9H-fluoren-9-ylmethoxycarbonyl)amino]acetic acid FC1(CCN(CC1)CCCN(CC(=O)O)C(=O)OCC1C2=CC=CC=C2C=2C=CC=CC12)F